CN1N=CC(=C1C)CN1CC(OCC1)C1=NC(=CC=C1)CC1=C(C=CC=C1)C 4-((1,5-dimethyl-1H-pyrazol-4-yl)methyl)-2-(6-(2-methylbenzyl)pyridin-2-yl)morpholine